heptacosan-1-yl vaccenate C(CCCCCCCCC\C=C\CCCCCC)(=O)OCCCCCCCCCCCCCCCCCCCCCCCCCCC